ClC=1C=C2C=NC(=NC2=CC1N1CCN(CC1)C1(COC1)C)NC=1C=NN(C1)CC1C[C@H]([C@@H](C1)F)F 6-chloro-N-(1-{[(3R,4R)-3,4-difluorocyclopentyl]methyl}-1H-pyrazol-4-yl)-7-[4-(3-methyloxetan-3-yl)piperazin-1-yl]quinazolin-2-amine